O(C#N)C1=CC=C(C=C1)OC#N 1,4-dicyanatobenzene